N2-(7-chloro-1-hydroxy-3H-2,1-benzoxaborole-5-yl)-5-methyl-N4-phenyl-pyrimidine-2,4-diamine ClC1=CC(=CC=2COB(C21)O)NC2=NC=C(C(=N2)NC2=CC=CC=C2)C